C1(CC1)CC1=C(C(=O)N)C=CC=C1C=1C=CC2=C(NC(=N2)NC(CC)=O)C1 (cyclopropylmethyl)-3-(2-propionamido-1H-benzo[d]imidazol-6-yl)benzamide